FC=1C=2N(C=C(C1OC(C)C)C(=O)NC=1C(N(C=CC1)C1C(C1)F)=O)C=C(N2)[C@@]21CO[C@@](C2)(C1)C Cis-8-fluoro-N-(1-(2-fluorocyclopropyl)-2-oxo-1,2-dihydropyridin-3-yl)-7-isopropoxy-2-(1-methyl-2-oxabicyclo[2.1.1]hexan-4-yl)imidazo[1,2-a]pyridine-6-carboxamide